FC1=C(C=CC=C1)C1=CC=C(C=C1)C1=NOC(=C1)NC(C1=CN=C(C=C1)C)=O N-(3-(2'-fluoro-[1,1'-biphenyl]-4-yl)isoxazol-5-yl)-6-methylnicotinamide